4,4'-butylenebis(3-methyl-6-tert-butylphenol) C(CCCC1=C(C=C(C(=C1)C(C)(C)C)O)C)C1=C(C=C(C(=C1)C(C)(C)C)O)C